4-Propoxybenzenemethanol C(CC)OC1=CC=C(C=C1)CO